N[C@@]1(C([C@@H](CC1)NC=1C=2N(N=CC1C(=NC1=C(C=C(C=C1)O)CC)N)C=C(C2)C2=CC=C(C=C2)OCCOCCOCCOC)(C)C)C 4-[[(1R,3S)-3-amino-2,2,3-trimethyl-cyclopentyl]amino]-N'-(2-ethyl-4-hydroxy-phenyl)-6-[4-[2-[2-(2-methoxy-ethoxy)ethoxy]ethoxy]phenyl]pyrrolo[1,2-b]pyridazine-3-carboxamidine